C(C)N(CCN1C(C(=CC=C1)C(=O)OC)=O)CC methyl 1-[2-(diethylamino)ethyl]-2-oxo-1,2-dihydropyridine-3-carboxylate